2-(4-((2,4-Dimethyl-5-(5-phenyl-4H-1,2,4-triazol-3-yl)phenyl)sulfonyl)piperazin-1-yl)ethan-1-ol CC1=C(C=C(C(=C1)C)C1=NN=C(N1)C1=CC=CC=C1)S(=O)(=O)N1CCN(CC1)CCO